1-(2,2-Difluorocyclobutyl)-4-methylbenzene FC1(C(CC1)C1=CC=C(C=C1)C)F